COCC1=CC2=C(C(=NO2)N)C=C1C 6-(Methoxymethyl)-5-methylbenzo[d]isoxazol-3-amine